(1S,3R)-3-({8-methoxy-7-[3-(pyrrolidin-1-yl)propoxy]-1H,2H,3H-cyclopenta[c]quinolin-4-yl}amino)cyclohexan-1-ol formate C(=O)O[C@@H]1C[C@@H](CCC1)NC1=NC=2C=C(C(=CC2C2=C1CCC2)OC)OCCCN2CCCC2